4-[3-(2,4-dioxohexahydropyrimidin-1-yl)-1-methyl-indazol-6-yl]-3,6-dihydro-2H-pyridin O=C1N(CCC(N1)=O)C1=NN(C2=CC(=CC=C12)C=1CCNCC1)C